C(C)(=O)NC=1C=CC2=C(C=C(O2)C2=CC=C(C=C2)NC([C@H]2N(CCC2)C([C@@H](C2=CC=CC=C2)NC(=O)OC(C)(C)C)=O)=O)C1 N-{4-[5-(acetylamino)-1-benzofuran-2-yl]phenyl}-1-{(2R)-2-[(tert-butoxy-carbonyl)amino]-2-phenylacetyl}-L-prolinamide